2,2'-methylene-bis-(6-bromo-4-chlorophenol) C(C1=C(C(=CC(=C1)Cl)Br)O)C1=C(C(=CC(=C1)Cl)Br)O